N[C@@H](C1=C(C=C(C(=C1)Cl)Cl)O)C1CCN(CC1)C(=O)C1OCCOC1 2-[(R)-amino[1-(1,4-dioxane-2-carbonyl)piperidin-4-yl]methyl]-4,5-dichlorophenol